tert-Butyl (2S,4R)-2-(((tert-butyldiphenylsilyl)oxy)methyl)-4-cyano-6-fluoroazepane-1-carboxylate [Si](C1=CC=CC=C1)(C1=CC=CC=C1)(C(C)(C)C)OC[C@H]1N(CC(C[C@@H](C1)C#N)F)C(=O)OC(C)(C)C